The molecule is an organosulfonate oxoanion that is the conjugate base of tauroursocholic acid, obtained by the deprotonation of the sulfonic acid group. It is the major microspecies at pH 7.3. It has a role as a human metabolite and a rat metabolite. It is a conjugate base of a tauroursocholic acid. C[C@H](CCC(=O)NCCS(=O)(=O)[O-])[C@H]1CC[C@@H]2[C@@]1([C@H](C[C@H]3[C@H]2[C@H](C[C@H]4[C@@]3(CC[C@H](C4)O)C)O)O)C